C(#N)C1(CCOCC1)C(=O)N1C[C@H](C(=CC1)C1=C2C(=NC(=C1)NC(=O)C1CC1)NC=C2)C (S)-N-(4-(1-(4-cyanotetrahydro-2H-pyran-4-carbonyl)-3-methyl-1,2,3,6-tetrahydropyridin-4-yl)-1H-pyrrolo[2,3-b]pyridin-6-yl)cyclopropylcarboxamide